(R)-3-(6-(2-Benzyl-4-(methylsulfonyl)piperazin-1-yl)-1-methyl-1H-pyrazolo[3,4-d]pyrimidin-3-yl)-2-fluoro-6-methyl-5-(trifluoromethyl)phenol C(C1=CC=CC=C1)[C@H]1N(CCN(C1)S(=O)(=O)C)C1=NC=C2C(=N1)N(N=C2C=2C(=C(C(=C(C2)C(F)(F)F)C)O)F)C